N1N=CC(=C1)C1=CC(=CC(=C1)C=1C=NNC1)C=1C=NNC1 1,3,5-tris(4-pyrazolyl)benzene